N-[3-(3-methoxypyrazin-2-yl)-4-methylphenyl]-3-methyl-6-azabicyclo[3.1.1]heptane-6-carboxamide COC=1C(=NC=CN1)C=1C=C(C=CC1C)NC(=O)N1C2CC(CC1C2)C